C1(CCCCC1)CC=1NC(=NN1)C(=O)NC1=NC=NC(=C1)C1=C(C=CC(=C1)OCCCC(C)(C)O)C(F)(F)F 5-(cyclohexylmethyl)-N-(6-(5-((4-hydroxy-4-methylpentyl)oxy)-2-(trifluoromethyl)phenyl)pyrimidin-4-yl)-4H-1,2,4-triazole-3-carboxamide